C(#N)C1=NN(C=2[C@@H](CCCC12)OC12CC(C1)(C2)C(=O)O)C2=CC(=C(C=C2)F)N[C@@H](C)C2=CC1=C(OC(O1)(F)F)C=C2 3-[[(7R)-3-cyano-1-[3-[[(1S)-1-(2,2-difluoro-1,3-benzodioxol-5-yl)ethyl]amino]-4-fluoro-phenyl]-4,5,6,7-tetrahydroindazol-7-yl]oxy]bicyclo[1.1.1]pentane-1-carboxylic acid